CC1=CC=C(OCC(=O)N(C2CSCC2)C2=NNC=C2)C=C1 2-(4-methylphenoxy)-N-(1H-pyrazol-3-yl)-N-tetra-hydrothiophen-3-yl-acetamide